2-((4-(Pyridin-3-yl)benzyl)oxy)ethan-1-amine N1=CC(=CC=C1)C1=CC=C(COCCN)C=C1